C(C)(=O)N1CC(CCC1)[C@@H]1N(C[C@H](CC1)C)C(=O)OC(C)(C)C tert-butyl (2R,5S)-2-(1-acetyl-3-piperidyl)-5-methyl-piperidine-1-carboxylate